C(C)N1C(NC2=CC(=CC=3C2=C1N=CN3)CN3CCN(CC3)C=3C=CC(=NC3C)C(=O)O)=O 5-(4-((3-Ethyl-2-oxo-2,3-dihydro-1H-pyrimido[4,5,6-de]quinazolin-8-yl)methyl)piperazin-1-yl)-6-methylpicolinic acid